C(C)(C)(C)[Si](OCC1C=C(CC1)B1OC(C(O1)(C)C)(C)C)(C)C tert-butyldimethyl((3-(4,4,5,5-tetramethyl-1,3,2-dioxaborolan-2-yl)cyclopent-2-en-1-yl)methoxy)silane